benzyl-3-methylimidazolium hexafluorophosphate F[P-](F)(F)(F)(F)F.C(C1=CC=CC=C1)C=1NC=C[N+]1C